C(CCCCCCCCCCCCCCCCC)(=O)OCCCCCCCCCCCCCCC pentadecyl octadecanoate